NCC(=O)NC1=CC(=CC=C1)C1=C2C(=NC=3C=C4C(=CC13)OCO4)C4=CC1=C(C(N4C2)=O)COC([C@]1(O)CC)=O (S)-2-amino-N-(3-(7-ethyl-7-hydroxy-8,11-dioxo-7,8,11,13-tetrahydro-10H-[1,3]dioxolo[4,5-g]pyrano[3',4':6,7]indolizino[1,2-b]quinolin-14-yl)phenyl)acetamide